C(CCCCCCCCC)C(CCCCCCCCCCCCO)C 13-decyl-tetradecanol